CC=1N=C(SC1C1=CC=CC=C1)NC(=O)C1N2C=CC=C2C(CC1)=O N-(4-methyl-5-phenylthiazol-2-yl)-8-oxo-6,7-dihydro-5H-indolizine-5-carboxamide